1,3,5-benzenetricarbonyl chloride C1(=CC(=CC(=C1)C(=O)Cl)C(=O)Cl)C(=O)Cl